C(#C)C1=CC=C(C=C1)C=1[Si](C(=C(C1C1=CC=CC=C1)C1=CC=CC=C1)C1=CC=C(C=C1)C#C)(C)C 2,5-di(4-ethynylphenyl)-1,1-dimethyl-3,4-diphenyl-silole